rac-tert-butyl (RS)-2-(2-fluoro-1-benzothiophen-6-yl)-6-methyl-3-(pyridin-4-yl)-6,7-dihydropyrazolo[1,5-a]pyrazine-5(4H)-carboxylate FC=1SC2=C(C1)C=CC(=C2)C2=NN1C(CN([C@@H](C1)C)C(=O)OC(C)(C)C)=C2C2=CC=NC=C2 |r|